BrC=1C=CC(=C(C1)NS(=O)(=O)C1=CC=C(C=C1)C)C#C N-(5-bromo-2-ethynylphenyl)-4-methylbenzenesulfonamide